ethyl 2,2-dichloro-3-oxobutyrate ClC(C(=O)OCC)(C(C)=O)Cl